ClC1=C(C(=O)C2=CC(=CC=C2)Br)C=CC=C1 chloro-3'-bromobenzophenone